FC(=C(C)C1=NC=CC(=C1)C(=O)OC)F methyl 2-(1,1-difluoroprop-1-en-2-yl)pyridine-4-carboxylate